4,4-Bis(5-methyl-2-benzoxazolyl)stilbene CC=1C=CC2=C(N=C(O2)C2(CC=C(C=C2)C=CC2=CC=CC=C2)C=2OC3=C(N2)C=C(C=C3)C)C1